N-{[3-(4-{[(3S,4R)-3-fluoro-1-methylpiperidin-4-yl]amino}-1-(2,2,2-trifluoroethyl)-1H-indol-2-yl)-1,2,4-oxadiazol-5-yl]methyl}-1-(1-methylpyrrolidin-3-yl)-1H-pyrrole-3-carboxamide F[C@H]1CN(CC[C@H]1NC1=C2C=C(N(C2=CC=C1)CC(F)(F)F)C1=NOC(=N1)CNC(=O)C1=CN(C=C1)C1CN(CC1)C)C